(1,3-Dimethyl-azetidin-3-yl)-(3-imidazol-1-yl-phenyl)-(4-trifluoromethoxy-phenyl)-methanol CN1CC(C1)(C)C(O)(C1=CC=C(C=C1)OC(F)(F)F)C1=CC(=CC=C1)N1C=NC=C1